4-(6-((1-(4-(hydroxymethyl)phenyl)-4-methyl-1H-1,2,3-triazol-5-yl)methoxy)pyridazin-3-yl)piperazin-2-one OCC1=CC=C(C=C1)N1N=NC(=C1COC1=CC=C(N=N1)N1CC(NCC1)=O)C